ethyl 1-(6-(4-hydroxybutyl)pyrazin-2-yl)piperidine-4-carboxylate OCCCCC1=CN=CC(=N1)N1CCC(CC1)C(=O)OCC